8-isopropyl-2-(pyridin-2-yl)-5-(1-(4-(trifluoromethyl)-phenyl)ethyl)-2,5,8-triazaspiro[3.5]nonane-6,9-dione C(C)(C)N1CC(N(C2(CN(C2)C2=NC=CC=C2)C1=O)C(C)C1=CC=C(C=C1)C(F)(F)F)=O